C(C(CCCC)O)O 1,2-HEXANEDIOL